FC=1C=CC=C2C=C(NC(C12)=O)CCC(=O)N1CCN(CC1)C1=CC(=CC=C1)F 8-fluoro-3-(3-(4-(3-fluorophenyl)piperazin-1-yl)-3-oxopropyl)isoquinolin-1(2H)-one